5-[(1R,2S)-1-(4-cyclopropylphenyl)-2-(3-hydroxypropionylamino)propoxy]-N-[(3S)-1-[(3R)-5-oxotetrahydrofuran-3-carbonyl]-3-piperidinyl]pyridine-2-carboxamide C1(CC1)C1=CC=C(C=C1)[C@H]([C@H](C)NC(CCO)=O)OC=1C=CC(=NC1)C(=O)N[C@@H]1CN(CCC1)C(=O)[C@H]1COC(C1)=O